COCCOC=1C=NC=CC1 3-(2-methoxyethoxy)pyridin